2-(2-ethylhexyl)-5-(2-butyloctyl)thiophene C(C)C(CC=1SC(=CC1)CC(CCCCCC)CCCC)CCCC